2-(3,4-dimethoxyphenyl)-4,4,5,5-tetramethyl-1,3,2-dioxaborolane COC=1C=C(C=CC1OC)B1OC(C(O1)(C)C)(C)C